O1CCN(CC1)C=O morpholino-methanone